NCC12CN(C(CC1)C2)C2=NC=CC(=N2)NC2=NNC(=C2)C2CC2 2-[4-(Aminomethyl)-2-azabicyclo[2.2.1]hept-2-yl]-N-(5-cyclopropyl-1H-pyrazol-3-yl)pyrimidin-4-amine